2-cyano-N-(5-methyl-1,3,4-thiadiazol-2-yl)acetamide CC1=NN=C(S1)NC(=O)CC#N